2-(7-bromoimidazo[1,2-a]pyridin-2-yl)acetic acid BrC1=CC=2N(C=C1)C=C(N2)CC(=O)O